N[C@H](C(=O)O)[C@@H](\C=C\C)O (2s,3r,4e)-2-amino-3-hydroxy-4-hexenoic acid